NC1=NC(=C2NC(N(C2=N1)CC1=CC=C(C=C1)OC)=O)OCC1=CC=CC=C1 amino-6-(benzyloxy)-9-(4-methoxybenzyl)-7,9-dihydro-8H-purin-8-one